BrC1=CC=C(C(=N1)NC(=O)[C@H]1N([C@@H]2C[C@@]2(C1)C)C(CN1N=C(C=C1C(N)=O)C=1OC=CC1)=O)C (1R,3S,5R)-N-(6-bromo-3-methylpyridin-2-yl)-2-(2-(5-carbamoyl-3-(furan-2-yl)-1H-pyrazol-1-yl)acetyl)-5-methyl-2-azabicyclo[3.1.0]hexane-3-carboxamide